6-fluoro-1H-indole-3-carbaldehyde FC1=CC=C2C(=CNC2=C1)C=O